C(CCCCCC)C(C(=O)OCC(COC(C(CCCCCCC)CCCCCCC)=O)N1CC2(C1)CCN(CC2)CCCCO[Si](C)(C)C(C)(C)C)CCCCCCC 2-(7-(4-((tert-Butyldimethylsilyl)oxy)butyl)-2,7-diazaspiro[3.5]nonan-2-yl)propane-1,3-diyl bis(2-heptylnonanoate)